[K].[Ca].C(CCCCCCC)OC(=O)OC=1C2=CC=CC=C2C=C2C=CC=CC12 9-(n-octyloxycarbonyloxy)anthracene calcium-potassium